BrC=1C=C(C(=C(C1)[C@H](CC(=O)OCC)NC(=O)OC(C)(C)C)F)C Ethyl (S)-3-(5-bromo-2-fluoro-3-methylphenyl)-3-((tert-butoxycarbonyl)amino)propanoate